octadecyl-trin-butyl-ammonium bromide [Br-].C(CCCCCCCCCCCCCCCCC)[N+](CCCC)(CCCC)CCCC